stearylethylmethyl-amine C(CCCCCCCCCCCCCCCCC)N(C)CC